(5-((tert-butyldimethylsilyl)oxy)-2-fluorophenyl)boronic acid [Si](C)(C)(C(C)(C)C)OC=1C=CC(=C(C1)B(O)O)F